C(C)N(CCC1=CC=C(CSC2=C3CN(C(C3=CC=C2)=O)C2C(NC(CC2)=O)=O)C=C1)CC 3-(4-((4-(2-(diethylamino)ethyl)benzyl)thio)-1-oxoisoindolin-2-yl)piperidine-2,6-dione